ethyl 4-[[1-[bis[(4-methoxyphenyl)methyl]sulfamoyl]cyclopropyl]methyl]-12-oxo-1,4-diazatricyclo[7.3.1.05,13]trideca-5,7,9(13),10-tetraene-11-carboxylate COC1=CC=C(C=C1)CN(S(=O)(=O)C1(CC1)CN1CCN2C(C(=CC=3C=CC=C1C23)C(=O)OCC)=O)CC2=CC=C(C=C2)OC